OCC=CC1=C2CN(C(C2=CC=C1)=C=O)C1C(NC(CC1)=O)=O 3-(4-(3-hydroxyprop-1-en-1-yl)-1-carbonylisoindolin-2-yl)piperidine-2,6-dione